(R)-5-(2-(3,6-difluoropyridin-2-yl)pyrrolidin-1-yl)-3-(4-methyl-1H-pyrazol-1-yl)pyrazolo[1,5-a]pyrimidine FC=1C(=NC(=CC1)F)[C@@H]1N(CCC1)C1=NC=2N(C=C1)N=CC2N2N=CC(=C2)C